ClC1=NC=CC2=C1C(=NN2C(C)C)I 4-chloro-3-iodo-1-isopropyl-1H-pyrazolo[4,3-c]pyridine